FC=1C=C(C=NC1OC)C1=C(C2=C(CCC1)C=C(C=C2)O)C2=CC=C(C=C2)O[C@@H]2CN(CC2)CCCF 6-(5-fluoro-6-methoxy-3-pyridyl)-5-[4-[(3S)-1-(3-fluoropropyl)pyrrolidin-3-yl]oxyphenyl]-8,9-dihydro-7H-benzo[7]annulen-2-ol